ClC1=CC=C(C2=C1C=C(O2)F)COC2=CC=CC(=N2)C2CCC(CC2)CC2=NC1=C(N2C[C@H]2OCC2)C=C(C=C1)C(=O)O (S)-2-((4-(6-((4-chloro-2-fluorobenzofuran-7-yl)methoxy)pyridin-2-yl)cyclohexyl)methyl)-1-(oxetan-2-ylmethyl)-1H-benzo[d]imidazole-6-carboxylic acid